N-(3-hydroxy-4-methoxybenzyl)-2-morpholinylbenzamide OC=1C=C(CNC(C2=C(C=CC=C2)N2CCOCC2)=O)C=CC1OC